2-{2,6-bis[2-(8-methoxy-1,1,7,7-tetramethyl-2,3,6,7-tetrahydro-1H,5H-benzo[ij]quinolizin-9-yl)vinyl]-4H-pyran-4-ylidene}malononitrile COC1=C(C=C2C(CCN3CCC(C1=C23)(C)C)(C)C)C=CC=2OC(=CC(C2)=C(C#N)C#N)C=CC2=C(C=3C(CCN1CCC(C(C31)=C2)(C)C)(C)C)OC